tert-Butyl (R)-2-((1-(2-(4-cyano-4-methylpiperidin-1-yl)-6-methyl-4-oxo-4H-chromen-8-yl)ethyl)amino)benzoate C(#N)C1(CCN(CC1)C=1OC2=C(C=C(C=C2C(C1)=O)C)[C@@H](C)NC1=C(C(=O)OC(C)(C)C)C=CC=C1)C